C(C)C=1OC(C=CC1)=O ethyl-6-pyrone